2-(3-(trifluoromethyl)-4,4a-dihydrospiro[cyclopropa[3,4]cyclopenta[1,2-c]pyrazole-5,2'-[1,3]dithiolane]-1(3bH)-yl)acetic acid FC(C=1C2=C(N(N1)CC(=O)O)C1(SCCS1)C1C2C1)(F)F